2-(2,6-dioxopiperidin-3-yl)-5-(4-(2-(1-(5-(5-methyl-5H-pyrido[4,3-b]indol-7-yl)pyridin-2-yl)azetidin-3-yl)ethyl)piperazin-1-yl)isoindoline-1,3-dione O=C1NC(CCC1N1C(C2=CC=C(C=C2C1=O)N1CCN(CC1)CCC1CN(C1)C1=NC=C(C=C1)C=1C=CC=2C3=C(N(C2C1)C)C=CN=C3)=O)=O